4-Amino-8-[5-[(2-cyano-4-fluoro-phenyl)methoxy]-2-fluoro-phenyl]-2-oxo-N-propyl-1H-quinoline-3-carboxamide NC1=C(C(NC2=C(C=CC=C12)C1=C(C=CC(=C1)OCC1=C(C=C(C=C1)F)C#N)F)=O)C(=O)NCCC